(4aR,6R,7R,8R,8aR)-methyl 8-(4-(3-fluorophenyl)-1H-1,2,3-triazol-1-yl)-7-hydroxy-2-phenylhexahydropyrano[3,2-d][1,3]dioxine-6-carboxylate FC=1C=C(C=CC1)C=1N=NN(C1)[C@@H]1[C@H]([C@@H](O[C@H]2[C@@H]1OC(OC2)C2=CC=CC=C2)C(=O)OC)O